tert-butyl (2R,6S)-4-(6-chloropyridazin-3-yl)-2,6-dimethylpiperazine-1-carboxylate ClC1=CC=C(N=N1)N1C[C@H](N([C@H](C1)C)C(=O)OC(C)(C)C)C